1-{3-fluoro-4-[6-methoxy-7-(3-morpholinylpropyloxy)quinolin-4-yloxy]phenyl}-3-[(4-fluorobenzyl)sulfonyl]urea FC=1C=C(C=CC1OC1=CC=NC2=CC(=C(C=C12)OC)OCCCN1CCOCC1)NC(=O)NS(=O)(=O)CC1=CC=C(C=C1)F